5-(2-(p-tolylamino)-5-fluoropyrimidin-4-ylamino)benzo[d]oxazol-2(3H)-one trifluoroacetate salt FC(C(=O)O)(F)F.C1(=CC=C(C=C1)NC1=NC=C(C(=N1)NC=1C=CC2=C(NC(O2)=O)C1)F)C